NC=1SC2=C(N=CN(C2=O)CC2=NC(=NO2)[C@@H]2CO[C@H](C2)C2=CC=C(C=C2)F)N1 2-amino-6-((3-((3R,5R)-5-(4-fluorophenyl)tetrahydro-furan-3-yl)-1,2,4-oxadiazol-5-yl)methyl)thiazolo[4,5-d]pyrimidin-7(6H)-one